CC(C(C)=O)CC 3-methyl-2-ketopentane